BrC1=C(C=CC(=C1)F)[C@H]1C(=C(NC(=N1)C=1SC=CN1)CN1CC2(CC2)C[C@H]1C(=O)O)C(=O)OC (S)-5-(((R)-6-(2-bromo-4-fluorophenyl)-5-(methoxycarbonyl)-2-(thiazol-2-yl)-3,6-dihydropyrimidin-4-yl)methyl)-5-azaspiro[2.4]heptane-6-carboxylic acid